C1=NC=CC=2C(=CC=CC12)S(=O)(=O)OC1=CC=C(C=C1)C[C@@H](C(N1CCN(CC1)C1=CC=CC=C1)=O)N(S(=O)(=O)C=1C=2C=CN=CC2C=CC1)C (S)-4-(2-(N-methylisoquinoline-5-sulfonamido)-3-oxo-3-(4-phenylpiperazin-1-yl)propyl)phenyl isoquinoline-5-sulfonate